COC(=O)/C(=C/[C@H]1C([C@@H]1C(=O)OCC1=C(C(=CC(=C1F)F)F)C)(C)C)/C 2-methyl-3,5,6-trifluorobenzyl (1R)-trans-3-[(E)-(2-methoxycarbonyl-1-propenyl)]-2,2-dimethylcyclopropanecarboxylate